C(C)(C)C1=NSC(=C1C(F)(F)F)C(=O)OC METHYL 3-ISOPROPYL-4-(TRIFLUORO-METHYL)ISOTHIAZOLE-5-CARBOXYLATE